((3R,3'R)-3'-hydroxy-1,4-dihydro-2H-spiro[isoquinoline-3,4'-piperidin]-1'-yl)(imidazo[1,2-b]pyridazin-6-yl)methanone O[C@@H]1CN(CC[C@@]12NCC1=CC=CC=C1C2)C(=O)C=2C=CC=1N(N2)C=CN1